2-dodecyl-4-octyl-nitrobenzene C(CCCCCCCCCCC)C1=C(C=CC(=C1)CCCCCCCC)[N+](=O)[O-]